FC=1C=C(C=CC1F)N1C(=C(C2=C(C=C(C=C12)F)O)C1=CC=C(C(=O)OC2[C@@H]([C@H]([C@@H]([C@H](O2)C(=O)O)O)O)O)C=C1)C1CCOCC1 (2S,3S,4S,5R)-6-[4-[1-(3,4-difluorophenyl)-6-fluoro-4-hydroxy-2-tetrahydropyran-4-yl-indol-3-yl]benzoyl]oxy-3,4,5-trihydroxy-tetrahydropyran-2-carboxylic acid